CC(C)(C)C1=C(C(=CC(=C1)C)C)O 2-(1,1-dimethylethyl)-4,6-dimethyl-phenol